C(C)C1(NC(N(C(C1)=O)[C@@H]1CCOC2=CC=C(C=C12)C(=O)N[C@@H](C)C1=CC=CC=C1)=N)CC (R)-4-(4,4-diethyl-2-imino-6-oxotetrahydropyrimidin-1(2H)-yl)-N-((S)-1-phenylethyl)chromane-6-carboxamide